2,2'-(2-Chloro-1,3-phenylene)bis(4,4,5,5-tetramethyl-1,3,2-dioxaborolane) ClC1=C(C=CC=C1B1OC(C(O1)(C)C)(C)C)B1OC(C(O1)(C)C)(C)C